4-(6-methoxy-5-nitro-2H-indazol-2-yl)piperidine-1-carboxylic acid tert-butyl ester C(C)(C)(C)OC(=O)N1CCC(CC1)N1N=C2C=C(C(=CC2=C1)[N+](=O)[O-])OC